5-(3-((4-(1-(4-amino-5-methoxy-2-(1-methyl-1H-pyrazol-4-yl)phenyl)piperidin-4-yl)piperazin-1-yl)methyl)pyrrolidin-1-yl)-2-(2,6-dioxopiperidin-3-yl)isoindoline-1,3-dione NC1=CC(=C(C=C1OC)N1CCC(CC1)N1CCN(CC1)CC1CN(CC1)C=1C=C2C(N(C(C2=CC1)=O)C1C(NC(CC1)=O)=O)=O)C=1C=NN(C1)C